C[Si](CCOCN1N=CC(=C1)C1=CCCN(C1)C(=O)OC(C)(C)C)(C)C tert-butyl 5-(1-((2-(trimethylsilyl)ethoxy)methyl)-1H-pyrazol-4-yl)-3,6-dihydropyridine-1(2H)-carboxylate